FC(F)(F)SC1=CC=C(C=N1)N 6-[(trifluoromethyl)mercapto]pyridin-3-amine